1,2,3,4,5-Pentafluoro-6-[3,3,3-trifluoro-1-(1,1,2,2,2-pentafluoroethyl)-2-(trifluoromethyl)prop-1-enoxy]benzene FC1=C(C(=C(C(=C1OC(=C(C(F)(F)F)C(F)(F)F)C(C(F)(F)F)(F)F)F)F)F)F